2-(4-Chlorophenoxy)benzaldehyde ClC1=CC=C(OC2=C(C=O)C=CC=C2)C=C1